2-hydroxy-4,6-bis(4-methoxystyryl)pyrimidine OC1=NC(=CC(=N1)C=CC1=CC=C(C=C1)OC)C=CC1=CC=C(C=C1)OC